(3-hydroxy-2,6-dimethylphenyl)boronic acid OC=1C(=C(C(=CC1)C)B(O)O)C